tert-butyl 3-(difluoromethyl)-4-methyl-7-nitro-1H-indole-1-carboxylate FC(C1=CN(C2=C(C=CC(=C12)C)[N+](=O)[O-])C(=O)OC(C)(C)C)F